2-{3-[(3R,5S)-3,5-dimethylpiperazin-1-yl]-1,2,4-triazin-6-yl}-5-(5,7-dimethyl[1,2,4]triazolo[1,5-a]pyrimidin-2-yl)phenol dihydrochloride Cl.Cl.C[C@@H]1CN(C[C@@H](N1)C)C=1N=NC(=CN1)C1=C(C=C(C=C1)C1=NN2C(N=C(C=C2C)C)=N1)O